5-methoxy-N-(1-methyl-1H-pyrazol-4-yl)pyrimidin-2-amine COC=1C=NC(=NC1)NC=1C=NN(C1)C